N1CCCC2=NC=CC=C12 1,2,3,4-tetrahydro-1,5-naphthyridine